Ethyl (2S,5R)-7-oxo-6-(sulfooxy)-1,6-diazabicyclo[3.2.1]octane-2-carbimidothioate O=C1N([C@@H]2CC[C@H](N1C2)C(=N)SCC)OS(=O)(=O)O